C(C)(C)OC=1C=C(C=CC1)B(O)O 3-ISOPROPOXYPHENYLBORONIC ACID